(2R,3R,4S,5R,6R)-2-(acetoxymethyl)-6-(4-(4-(3-(4-chloro-3-ethyl-1H-pyrrolo[2,3-b]pyridin-5-yl)phenyl)-3-oxopiperazin-1-yl)-4-oxobutoxy)tetrahydro-2H-pyran-3,4,5-triyl triacetate C(C)(=O)O[C@@H]1[C@H](O[C@H]([C@@H]([C@H]1OC(C)=O)OC(C)=O)OCCCC(=O)N1CC(N(CC1)C1=CC(=CC=C1)C=1C(=C2C(=NC1)NC=C2CC)Cl)=O)COC(C)=O